CC1=NOC=C1C(=O)O 3-methylisoxazole-4-carboxylic acid